5-((2-(4-((3-(cyanomethyl)-5-methoxybenzyl)amino)butoxy)ethyl)amino)benzo[c][2,6]naphthyridine C(#N)CC=1C=C(CNCCCCOCCNC2=NC3=C(C4=CN=CC=C24)C=CC=C3)C=C(C1)OC